(4-(2-morpholinyl-2-oxoethyl)-2-(piperidin-1-yl)phenyl)-6-(1H-pyrazol-4-yl)pyridineamide N1(CCOCC1)C(CC1=CC(=C(C=C1)C=1C(=NC(=CC1)C=1C=NNC1)C(=O)N)N1CCCCC1)=O